ethyl 5-(benzyloxycarbonylamino)-4,5,6,7-tetrahydrobenzothiophene-2-carboxylate C(C1=CC=CC=C1)OC(=O)NC1CCC2=C(C=C(S2)C(=O)OCC)C1